C(C)(C)(C)OC(=O)N1[C@@H]([C@H](CCC1)C(=O)N([C@@H](C(C)C)C(=O)O)C)COS(=O)(=O)C1=CC=C(C)C=C1 N-((2S,3S)-1-(tert-butoxycarbonyl)-2-((tosyloxy)methyl)piperidine-3-carbonyl)-N-methyl-L-valine